[1-[6-(4-methylpyrazol-1-yl)pyrimidin-4-yl]-4-piperidyl]-[(3S)-3-(6-methyl-3-pyridyl)isoxazolidin-2-yl]methanone CC=1C=NN(C1)C1=CC(=NC=N1)N1CCC(CC1)C(=O)N1OCC[C@H]1C=1C=NC(=CC1)C